NC1=C(C=CC(=C1)C1CN(C1)S(=O)(=O)C)O 2-amino-4-(1-(methylsulfonyl)azetidin-3-yl)phenol